ClCC(C(=O)NCC1=CC=C(C=C1)C1=NOC(=N1)C(F)(F)F)(C)C 3-chloro-2,2-dimethyl-N-[[4-[5-(trifluoromethyl)-1,2,4-oxadiazol-3-yl]phenyl]methyl]propanamide